N=1N(N=CC1)CC12CC(CC(N1)C2)C cis-1-((2H-1,2,3-triazol-2-yl)methyl)-3-methyl-6-azabicyclo[3.1.1]heptane